C(CCCCCCCCCCCCCCCCCCCCCCCCCCC)(=O)OCCCCCCCCCCCCCCCCCCCC n-eicosyl octacosanoate